5-(pyridin-4-yl)-N-(4-(pyrrolidin-1-ylmethyl)-pyridin-2-yl)thiazolo-[5,4-b]pyridin-2-amine N1=CC=C(C=C1)C1=CC=C2C(=N1)SC(=N2)NC2=NC=CC(=C2)CN2CCCC2